C(C)(C)(C)OC(=O)N[C@@H](C(C)(C)C)C(=O)O N-tert-butyloxycarbonyl-L-tert-leucine